[C@@H]1([C@H](O)[C@@H](O)[C@H](O)[C@H](O1)CO)OC1=NNC(=C1CC1=CC=C(C=C1)C=C1CC1)C 3-(β-D-glucopyranosyloxy)-5-methyl-4-{[4-(cyclopropylidenemethyl)-phenyl]methyl}-1H-pyrazole